4-[5-(3,4-difluorophenyl)-6-isopropyl-1H-pyrrolo[2,3-f]indazol-7-yl]-1-hydroxy-cyclohexane-carbonitrile FC=1C=C(C=CC1F)N1C(=C(C2=C1C=C1C=NNC1=C2)C2CCC(CC2)(C#N)O)C(C)C